COCCN1CCN(CC1)C1=C(C=C(C=C1)S(=O)(=O)NC=1C=NC(=CC1)OC)[N+](=O)[O-] 4-[4-(2-methoxyethyl)piperazin-1-yl]-N-(6-methoxypyridin-3-yl)-3-nitrobenzenesulfonamide